rac-tert-Butyl {[2,5-dioxo-4-(pyridin-2-yl)imidazolidin-4-yl]methyl}carbamate O=C1NC([C@](N1)(C1=NC=CC=C1)CNC(OC(C)(C)C)=O)=O |r|